ClC=1C=CC(=C(C1)C1=CC(N(C=C1OC)CN1C=NN(C1)C=1C(=NC(=CC1)OC)C)=O)N1N=NC(=C1)Cl 4-(5-chloro-2-(4-chloro-1H-1,2,3-triazol-1-yl)phenyl)-5-methoxy-1-((1-(6-methoxy-2-methylpyridin-3-yl)-1H-1,2,4-triazol-4-yl)methyl)pyridin-2(1H)-one